ClC=1C=C(C=CC1F)[C@@H](CO)N1C(C=C(C=C1)C=1C=C2C(=NNC2=CC1)C=1C=NN(C1)CCOC)=O (S)-1-(1-(3-chloro-4-fluorophenyl)-2-hydroxyethyl)-4-(3-(1-(2-methoxyethyl)-1H-pyrazol-4-yl)-1H-indazol-5-yl)pyridin-2(1H)-one